Methyl 4-[(1S)-1-[(7-amino-8,8-dimethyl-2-oxabicyclo[4.2.0]octane-7-carbonyl)amino]ethyl]benzoate NC1(C2CCCOC2C1(C)C)C(=O)N[C@@H](C)C1=CC=C(C(=O)OC)C=C1